ClC1=CC(=C(C=C1)C1=NC(=CC2=C1N=C(N(C2=O)C)CC)[C@@H]2C[C@@H](OCC2)C=2C=NN(C2)C)F 8-(4-chloro-2-fluoro-phenyl)-2-ethyl-3-methyl-6-[(2R,4S)-2-(1-methylpyrazol-4-yl)tetrahydropyran-4-yl]pyrido[3,4-d]pyrimidin-4-one